N-((3-methoxypyrrolidin-3-yl)methyl)-N-(methyl-d3)methanamine-d3 COC1(CNCC1)CN(C([2H])([2H])[2H])C([2H])([2H])[2H]